1-(4-(2,3-Dimethylphenyl)piperidin-1-yl)-2-(3-(4-hydroxypiperidin-1-carbonyl)-5,6-dihydrocyclopenta[c]pyrazol-1(4H)-yl)ethan-1-on CC1=C(C=CC=C1C)C1CCN(CC1)C(CN1N=C(C2=C1CCC2)C(=O)N2CCC(CC2)O)=O